tert-butyl-2-[[(4R,8aS)-2-benzyl-4-methyl-3,4,6,7,8,8a-hexahydro-1H-pyrrolo[1,2-a]pyrazin-7-yl]oxy]-7,8-dihydro-5H-1,6-naphthyridine-6-carboxylate C(C)(C)(C)OC(=O)N1CC=2C=CC(=NC2CC1)OC1C[C@@H]2N([C@@H](CN(C2)CC2=CC=CC=C2)C)C1